2-(2-hydroxy-2-methylpropyl)thiazole-5-sulfonyl chloride OC(CC=1SC(=CN1)S(=O)(=O)Cl)(C)C